[S].[N] Nitrogen Sulfur